4-[(7S)-1-Oxa-8-azaspiro[4.5]dec-7-yl]benzoic acid methyl ester COC(C1=CC=C(C=C1)[C@@H]1CC2(CCCO2)CCN1)=O